2-thienyl-1,3-butanedione S1C(=CC=C1)C(CC(C)=O)=O